6-(2-chloro-6-fluorophenyl)-2-((3-fluoro-4-((3r,5s)-3,4,5-trimethylpiperazin-1-yl)phenyl)amino)-8,9-dihydroimidazo[1,2-a]pyrimido[5,4-e]pyrimidin-5(6H)-one ClC1=C(C(=CC=C1)F)N1C=2N(C3=C(C1=O)C=NC(=N3)NC3=CC(=C(C=C3)N3C[C@H](N([C@H](C3)C)C)C)F)CCN2